naphtho[1,2-f]indazole-6,7-diol C1=CC=CC=2C=C(C3=C(C=C4C=NNC4=C3O)C12)O